3-(2,6-difluoro-3,5-dimethoxyphenyl)-1-methyl-8-(piperidin-4-ylmethyl)-1,3,4,7-tetrahydro-2H-pyrrolo[3',2':5,6]pyrido[4,3-d]pyrimidin-2-one FC1=C(C(=C(C=C1OC)OC)F)N1C(N(C2=C(C1)C=NC1=C2C=C(N1)CC1CCNCC1)C)=O